C(C)(C)(C)OC(=O)N1CCC(CC1)CN(C1CC(C1)OC1=CC=C(C=C1)C(=O)OC)C(C)C 4-[[isopropyl-[3-(4-methoxycarbonylphenoxy)cyclobutyl]amino]methyl]piperidine-1-carboxylic acid tert-butyl ester